CNC(OC1CCC(CC1)C(N(CC12CCC(CC1)(CC2)C2=CC(=C(C=C2)OC)C)C2=NC=CC(=C2)C2=CN=C(S2)C2CC2)=O)=O 4-((4-(2-Cyclopropylthiazol-5-yl) pyridin-2-yl)((4-(4-methoxy-3-methylphenyl)bicyclo[2.2.2]octan-1-yl)methyl)carbamoyl)cyclohexyl trans-methylcarbamate